CN1N=CC(=C1C1=CC=C(OCC2=NC3=CC=CC=C3C=C2C(=O)O)C=C1)C1=CC=NC=C1 2-[[4-[2-methyl-4-(4-pyridinyl)pyrazol-3-yl]phenoxy]methyl]quinoline-3-carboxylic acid